C1(=CC(=CC=C1)S)S Benzene-1,3-dithiol